CC(S(=O)(=O)[O-])N1CCCCC1 1-Methyl-1-piperidinomethanesulfonate